FC1=CC=C(OC=2C=CC(=NC2)S(=O)(=O)N2[C@@H]([C@@H]3CC[C@H](C2)N3)C(=O)OCC)C=C1 ethyl (1S,2S,5R)-3-((5-(4-fluorophenoxy)pyridin-2-yl)sulfonyl)-3,8-diazabicyclo[3.2.1]octane-2-carboxylate